2-(4-chlorophenyl)-N-cyclohexyl-2-(4-methyl-1-oxoisoquinolin-2(1H)-yl)acetamide ClC1=CC=C(C=C1)C(C(=O)NC1CCCCC1)N1C(C2=CC=CC=C2C(=C1)C)=O